7-chloro-6-fluoroquinazoline-2,4(1H,3H)-dione ClC1=C(C=C2C(NC(NC2=C1)=O)=O)F